FC(C1=NN=C(O1)N)F 5-(Difluoromethyl)-1,3,4-oxadiazol-2-amine